[O-]OO[O-].[Mn+2] manganous tetroxide